Ethyl 2-tert-Butoxycarbonylimino-2-oxo-1,3-dihydro-2-benzothiophene-5-carboxylate C(C)(C)(C)OC(=O)N=S1(CC2=C(C1)C=CC(=C2)C(=O)OCC)=O